C(C)C=1C(NC=2C=C(C=NC2C1)CN1C[C@@H](CC1)NC=1C=CC(=NC1)C(=O)NC)=O (R)-5-((1-((7-ethyl-6-oxo-5,6-dihydro-1,5-naphthyridin-3-yl)methyl)pyrrolidin-3-yl)amino)-N-methylpicolinamide